C1=NC2=C(N1[C@H]3[C@H]([C@@H]([C@H](O3)CO)O)O)N=C(NC2=O)N The molecule is a purine nucleoside in which guanine is attached to arabinofuranose via a beta-N(9)-glycosidic bond. It inhibits DNA synthesis and causes cell death. It has a role as an antineoplastic agent and a DNA synthesis inhibitor. It is a beta-D-arabinoside and a purine nucleoside.